NC1=NC=C(C=C1O[C@H](C)C=1C=C(C=CC1C)NC(C1=CC(=CC=C1)S(=O)(=O)C)=O)Cl (R)-N-(3-(1-((2-amino-5-chloropyridin-3-yl)oxy)ethyl)-4-methylphenyl)-3-(methylsulfonyl)benzamide